(4-(naphthalen-2-yl-(phenyl)amino)phenyl)pinacol borate B(O)(O)O.C1=C(C=CC2=CC=CC=C12)N(C1=CC=C(C=C1)CC(O)(C)C(C)(C)O)C1=CC=CC=C1